(S)-6-(2-chloro-3-fluorophenyl)-5-methyl-2-((3-methyl-4-(4-methylpiperazin-1-yl)phenyl)amino)-8-(1-propylpiperidin-3-yl)pyrido[2,3-d]pyrimidin-7(8H)-one ClC1=C(C=CC=C1F)C1=C(C2=C(N=C(N=C2)NC2=CC(=C(C=C2)N2CCN(CC2)C)C)N(C1=O)[C@@H]1CN(CCC1)CCC)C